6-bromo-N'-[4-[tert-butyl(dimethyl)silyl]oxy-2-ethyl-phenyl]-4-[[(3-hydroxyoxetan-3-yl)methyl]amino]pyrrolo[1,2-b]pyridazine-3-carboxamidine BrC=1C=C2N(N=CC(=C2NCC2(COC2)O)C(=NC2=C(C=C(C=C2)O[Si](C)(C)C(C)(C)C)CC)N)C1